3-(1-oxo-5-(((1S,2S)-2-((pyridin-4-ylmethyl)amino)cyclopentyl)oxy)isoindolin-2-yl)piperidine-2,6-dione O=C1N(CC2=CC(=CC=C12)O[C@@H]1[C@H](CCC1)NCC1=CC=NC=C1)C1C(NC(CC1)=O)=O